6-((6-methylpyridin-3-yl)sulfonyl)phthalazin CC1=CC=C(C=N1)S(=O)(=O)C=1C=C2C=NN=CC2=CC1